2,5-dimethylheptylenediamine CC(CN)CCC(CCN)C